butyl 5-methyl 2-(diphenylmethyleneamino)pent-2-enedioate C1(=CC=CC=C1)C(C1=CC=CC=C1)=NC(C(=O)OCCCC)=CCC(=O)OC